4-(bromomethyl)oxazole hydrobromide Br.BrCC=1N=COC1